tert-butyl (3S,4S)-3-fluoro-4-((R)-3-hydroxy-2-oxopyrrolidin-1-yl)piperidine-1-carboxylate F[C@H]1CN(CC[C@@H]1N1C([C@@H](CC1)O)=O)C(=O)OC(C)(C)C